o-xylene 3-Butyl-acetate CCC(C)OC(C)=O.C=1(C(=CC=CC1)C)C